C(C)N1C(C2C34C5CC(=CCC5C(C2C1)C4=O)C3=O)=O 4-ethyl-4-aza-14,15-dioxo-pentacyclo[9.2.1.11,7.02,6.08,13]-10-pentadecen-3-one